(11Z)-11-Tetradecen-1-ol C(CCCCCCCCC\C=C/CC)O